C[N+](CCO)(C)[O-] dimethyl(2-hydroxyethyl)amine oxide